4-[6-(1,5-dimethyl-1,2,4-triazol-3-yl)-1H-indol-3-yl]-N-[(3S)-3-piperidyl]-5-(trifluoromethyl)pyrimidin-2-amine CN1N=C(N=C1C)C1=CC=C2C(=CNC2=C1)C1=NC(=NC=C1C(F)(F)F)N[C@@H]1CNCCC1